O=C1NC(CC[C@@H]1N1C(C2=CC(=C(C=C2C1)N1CCN(CC1)CC1CCN(CC1)C1=C(C=C(C(=O)N)C=C1)F)F)=O)=O 4-(4-((4-(2-((S)-2,6-dioxopiperidin-3-yl)-6-fluoro-1-oxoisoindolin-5-yl)piperazin-1-yl)methyl)piperidin-1-yl)-3-fluorobenzamide